5-benzyl 19-tert-butyl (9Z)-13-[(dimethylamino) methyl]-14-oxa-2,5,16,19,23-pentaazatetracyclo[13.7.1.02,7.017,22]tricosa-1(23),9,15,17(22)-tetraene-5,19-dicarboxylate CN(C)CC1CC\C=C/CC2CN(CCN2C=2C=3CCN(CC3N=C(O1)N2)C(=O)OC(C)(C)C)C(=O)OCC2=CC=CC=C2